(2-((2-((4-(4-Aminopiperidin-1-yl)-2-methoxyphenyl)amino)-5-chloropyrimidin-4-yl)amino)phenyl)dimethylphosphine oxide NC1CCN(CC1)C1=CC(=C(C=C1)NC1=NC=C(C(=N1)NC1=C(C=CC=C1)P(C)(C)=O)Cl)OC